1,1'-carbonyl-diimidazole 6-chloro-3-(2-chloro-3-((N-methylsulfamoyl)amino)benzyl)-2-oxo-4-(piperazin-1-ylmethyl)-2H-benzopyran-7-yl-dimethylcarbamate ClC=1C(=CC2=C(C(=C(C(O2)=O)CC2=C(C(=CC=C2)NS(NC)(=O)=O)Cl)CN2CCNCC2)C1)CN(C(O)=O)C.C(=O)(N1C=NC=C1)N1C=NC=C1